((3R,4R)-5-(2,4-dioxo-3,4-dihydropyrimidin-1(2H)yl)-3,4-diacetoxytetrahydrofuran-2-yl)methyl (2-(octadecyldithio)ethyl) phosphate P(=O)(OCC1OC([C@@H]([C@@H]1OC(C)=O)OC(C)=O)N1C(NC(C=C1)=O)=O)(OCCSSCCCCCCCCCCCCCCCCCC)[O-]